SCCCCCCCOC1=CC=C2C=CC=NC2=C1 7-((7-mercaptoheptyl)oxy)quinoline